3-((acetylthio)methyl)pyrrole C(C)(=O)SCC1=CNC=C1